NC1C(CCC1)NC=1C=C2CN(C(C2=CC1)=O)C1C(NC(CC1)=O)=O 3-(5-((2-aminocyclopentyl)amino)-1-oxoisoindolin-2-yl)piperidine-2,6-dione